4,5,6,7-tetrahydroisoxazolo(5,4-c)pyridin-3(2H)-one-4,4-d2 O1NC(C2=C1CNCC2([2H])[2H])=O